N-((1-ethyl-3,5-diisopropyl-1H-pyrazol-4-yl)carbamoyl)-6-methoxy-6,7-dihydro-5H-pyrazolo[5,1-b][1,3]oxazine-3-sulfonamide C(C)N1N=C(C(=C1C(C)C)NC(=O)NS(=O)(=O)C=1C=NN2C1OCC(C2)OC)C(C)C